C[C@@H]1O[C@@H](CN(C1)C1=CC=CC(=N1)C=1C=C2C=C(N=CC2=CC1)CC(=O)NC1=CC(=C(C=C1)C)S(=O)(=O)C)C 2-(6-(6-((cis)-2,6-dimethylmorpholino)pyridin-2-yl)isoquinolin-3-yl)-N-(4-methyl-3-(methylsulfonyl)phenyl)acetamide